CIS-L-3-HYDROXYPROLINE C1CN[C@@H]([C@@H]1O)C(=O)O